[7-fluoro-3-(methoxymethoxy)-8-(2-triisopropylsilylethynyl)-1-naphthyl]trifluoromethanesulfonate FC1=CC=C2C=C(C=C(C2=C1C#C[Si](C(C)C)(C(C)C)C(C)C)OS(=O)(=O)C(F)(F)F)OCOC